The molecule is a tricarboxylic acid trianion that is the conjugate base of oxalosuccinic acid. It has a role as a fundamental metabolite. It is a conjugate base of an oxalosuccinic acid. C(C(C(=O)C(=O)[O-])C(=O)[O-])C(=O)[O-]